N-isopentyldecane-1,10-diamine C(CC(C)C)NCCCCCCCCCCN